N-[2-(1,2-dimethylpyrrolidin-2-yl)imidazo[1,2-a]pyridin-6-yl]-1-methyl-1H-indazole-5-carboxamide CN1C(CCC1)(C)C=1N=C2N(C=C(C=C2)NC(=O)C=2C=C3C=NN(C3=CC2)C)C1